(S)-4-propenoyl-2-methylpiperazin C(C=C)(=O)N1C[C@@H](NCC1)C